C(C)[C@@H]1N(C[C@H](N(C1)C(C)C1=CC=C(C=C1)C1(CC1)C)CC)C=1C2=C(N(C(N1)=O)C)C=CC(=N2)C#N 4-((2S,5R)-2,5-diethyl-4-(1-(4-(1-methylcyclopropyl)phenyl)ethyl)piperazin-1-yl)-1-methyl-2-oxo-1,2-dihydropyrido[3,2-d]pyrimidine-6-carbonitrile